P(OC(=O)OP([O-])=O)([O-])=O carbonyl bisphosphonate